1-methyl-6'-(((1S,3S)-3-((5-methyl-1,2,4-oxadiazol-3-yl)amino)cyclopentyl)amino)-[3,3'-bipyridin]-2(1H)-one CN1C(C(=CC=C1)C=1C=NC(=CC1)N[C@@H]1C[C@H](CC1)NC1=NOC(=N1)C)=O